4,4'-bis(2-methylimidazol-1-yl)benzophenone CC=1N(C=CN1)C1=CC=C(C(=O)C2=CC=C(C=C2)N2C(=NC=C2)C)C=C1